5-(1,3-dioxolan-2-yl)-6-methanesulfonamidopyridine-3-carboxylic acid O1C(OCC1)C=1C=C(C=NC1NS(=O)(=O)C)C(=O)O